CC(C=O)C 2-methylpropanoaldehyde